arachidyl-trimethyl-ammonium chloride [Cl-].C(CCCCCCCCCCCCCCCCCCC)[N+](C)(C)C